NC1=C2C(=NC=N1)N(N=C2C=2NC1=CC(=CC=C1C2Cl)C(=O)NCCCN2CCCCC2)C(C)(C)C 2-(4-Amino-1-tert-butyl-pyrazolo[3,4-d]pyrimidin-3-yl)-3-chloro-N-[3-(1-piperidyl)propyl]-1H-indole-6-carboxamide